3-hydroxy-5-(trifluoromethoxy)-3-((trimethylsilyl)methyl)indolin-2-one OC1(C(NC2=CC=C(C=C12)OC(F)(F)F)=O)C[Si](C)(C)C